ClC1=C(C=C(C=2C3=C(N(C12)COCC[Si](C)(C)C)CCNC(C3)=O)O)Cl 7,8-dichloro-10-hydroxy-6-((2-(trimethyl-silyl)ethoxy)methyl)-3,4,5,6-tetrahydroazepino[4,5-b]indol-2(1H)-one